O([Si](C)(C)C(C)(C)C)C(CC1=NC=NC=C1)C 4-(2-tert-butyldimethylsiloxypropyl)pyrimidine